P(SCC1CCCO1)(SCC1CCCO1)SCC1CCCO1 tri(tetrahydrofurfuryl) trithiophosphite